COC=1C=C(C=CC1)C1=C(SC=2N1C(C=CN2)=O)C2=NC(=NC=C2)NC=2C=C(C=CC2)S(=O)(=O)N 3-{4-[3-(3-Methoxy-phenyl)-5-oxo-5H-thiazolo[3,2-a]pyrimidin-2-yl]-pyrimidin-2-ylamino}-benzenesulfonamide